6,10-dioxa-spiro-[4.5]-decane-7,9-dione C1CCCC12OC(CC(O2)=O)=O